trans-N-(6-bromo-3-isoquinolinyl)-4-(dimethylamino)cyclohexanecarboxamide BrC=1C=C2C=C(N=CC2=CC1)NC(=O)[C@@H]1CC[C@H](CC1)N(C)C